ClC1=C(C=C(C(=O)N(C)C=2SC3=C(N2)C=CC(=C3)C(=O)O)C=C1)F 2-(4-chloro-3-fluoro-N-methylbenzamido)benzo[d]thiazole-6-carboxylic acid